(E)-3-(4-Fluorophenyl)-1-[4-(6-hydroxyhexoxy)phenyl]prop-2-en-1-one FC1=CC=C(C=C1)/C=C/C(=O)C1=CC=C(C=C1)OCCCCCCO